CC1(OB(OC1(C)C)C1=CSC=2C1=NSC2N(C(OC(C)(C)C)=O)CC=2SC=CC2)C tert-butyl N-[6-(4,4,5,5-tetramethyl-1,3,2-dioxaborolan-2-yl)thieno[3,2-c][1,2]thiazol-3-yl]-N-(thiophen-2-ylmethyl)carbamate